FC=1C=C(NC2=CC=C(C(=N2)C(=O)NCCOC2=CC=C(C=C2)F)OC)C=C(C1)F 6-(3,5-difluoroanilino)-N-[2-(4-fluorophenoxy)ethyl]-3-methoxy-pyridine-2-carboxamide